FC1=CC=C(C=C1)[C@@H](C(=O)NC1=NC=CC(=C1)C1=C(C=2C(NC(CC2N1)(C)C)=O)C1=CC=C(C=C1)F)C (2S)-2-(4-fluorophenyl)-N-{4-[3-(4-fluorophenyl)-6,6-dimethyl-4-oxo-4,5,6,7-tetrahydro-1H-pyrrolo[3,2-c]pyridin-2-yl]pyridin-2-yl}propanamide